ClS(=O)(=O)CCCCCCCC(=O)OCC 2-Ethyl 8-(chlorosulfonyl)octanoate